NC([C@H](CO)NC(=O)C1=C(OC2=C1C=C(C=C2)OCC2=CC=NN2CC2CC2)C)=O (S)-N-(1-amino-3-hydroxy-1-oxopropan-2-yl)-5-((1-(cyclopropylmethyl)-1H-pyrazol-5-yl)methoxy)-2-methylbenzofuran-3-carboxamide